C(C)(C)(C)OC(=O)N1CCC(CC1)C1=CC=CC=2OCC(OC21)C2=C(C=C(C=C2)Cl)OC 4-(3-(4-chloro-2-methoxyphenyl)-2,3-dihydrobenzo[b][1,4]dioxin-5-yl)piperidine-1-carboxylic acid tert-butyl ester